9-fluoreneacetic acid C1=CC=CC=2C3=CC=CC=C3C(C12)CC(=O)O